N1=CC=C(C=C1)SSC1=CC=NC=C1 1,2-bis(pyridin-4-yl)disulfane